BrC1=NN(C(=C1C#N)Br)C 3,5-dibromo-1-methyl-pyrazole-4-carbonitrile